OC(=O)C(F)(F)F.C(C=C)(=O)N1CC(C1)CCN1C(C=CC2=C1N=C(N=C2)NC2=CC=C(C=C2)N2CCN(CC2)C(CCSC)=O)=O 8-(2-(1-acryloylazetidin-3-yl)ethyl)-2-((4-(4-(3-(methylthio)propanoyl)piperazin-1-yl)phenyl)amino)pyrido[2,3-d]pyrimidin-7(8H)-one TFA salt